4-(perfluorohexyl)aniline FC(C(C(C(C(C(F)(F)F)(F)F)(F)F)(F)F)(F)F)(C1=CC=C(N)C=C1)F